4-((2S,5R)-5-Ethyl-2-methylpiperazin-1-yl)-1-methyl-2-oxo-1,2-dihydropyrido[3,2-d]pyrimidine-6-carbonitrile C(C)[C@H]1NC[C@@H](N(C1)C=1C2=C(N(C(N1)=O)C)C=CC(=N2)C#N)C